C(C)S(=O)(=O)C1=NN2C(N=CC(=C2)C2=CC=C(C=C2)OC(F)(F)F)=C1C1=NC=2C(=NC=C(C2)C(F)(F)F)N1C 2-(2-(ethylsulfonyl)-6-(4-(trifluoromethoxy)phenyl)pyrazolo[1,5-a]pyrimidin-3-yl)-3-methyl-6-(trifluoromethyl)-3H-imidazo[4,5-b]pyridine